[Cl-].[Cl-].FC(C=1C=C(C=C(C1)C(F)(F)F)C(=[Zr+2](C1(C(C(C(C2(C3C(=C4C=5C=CC=CC5CC4=C21)C=CCC3)C)(C)C)(C)C)(C)C)C)C3C=CC=C3)C3=CC(=CC(=C3)C(F)(F)F)C(F)(F)F)(F)F di-(3,5-ditrifluoromethyl-phenyl)methylene(cyclopentadienyl)(octamethyloctahydrodibenzofluorenyl)zirconium dichloride